1-((3S,4R)-4-(3-((4-amino-5-(6-methoxy-5-phenoxypyridin-2-yl)-7-methyl-7H-pyrrolo[2,3-d]pyrimidin-6-yl)ethynyl)azetidin-1-yl)-3-hydroxypiperidin-1-yl)prop-2-en-1-one NC=1C2=C(N=CN1)N(C(=C2C2=NC(=C(C=C2)OC2=CC=CC=C2)OC)C#CC2CN(C2)[C@H]2[C@H](CN(CC2)C(C=C)=O)O)C